OC=1C=C2CCC[C@H](C2=CC1)C1=CC=C(C=C1)N1CCC(CC1)CN1CCN(CC1)C=1C=C2CN(C(C2=CC1)=O)[C@@H]1C(NC(CC1)=O)=O (S)-3-(5-(4-((1-(4-((S)-6-hydroxy-1,2,3,4-tetrahydronaphthalen-1-yl)phenyl)piperidin-4-yl)methyl)piperazin-1-yl)-1-oxoisoindolin-2-yl)piperidine-2,6-dione